fluoro-thiaheptadecanoic acid FC(S(=O)O)CCCCCCCCCCCCCCC